Cl.C(C(C)(C)C)(N)=N Pivalimidamide hydrochloride